2-mercapto-4,6-diphenylpyrimidine SC1=NC(=CC(=N1)C1=CC=CC=C1)C1=CC=CC=C1